FC(C(=O)O)(F)F.COCCCCCCN 6-methoxyhexan-1-amine 2,2,2-trifluoroacetate